Tributyl-chlorobenzylphosphine C(CCC)C1=C(C(PCl)(CCCC)CCCC)C=CC=C1